N-(4-chlorobenzo[d]thiazol-2-yl)-5-cyanothiophene-2-carboxamide ClC1=CC=CC2=C1N=C(S2)NC(=O)C=2SC(=CC2)C#N